Cl.C1(OCC2=C1C=C1C=CC=CC1=C2)=O naphtho[2,3-c]furan-1(3H)-one hydrochloride